2-(4-Hydroxyphenyl)-2-(2,4-dihydroxyphenyl)-propan OC1=CC=C(C=C1)C(C)(C)C1=C(C=C(C=C1)O)O